tert-butyl (R)-3-((S)-3-(3-(2-aminoethoxy)-5-methoxyphenyl)-1-(tert-butoxy)-1-oxopropan-2-yl)pyrrolidine-1-carboxylate NCCOC=1C=C(C=C(C1)OC)C[C@H](C(=O)OC(C)(C)C)[C@@H]1CN(CC1)C(=O)OC(C)(C)C